(7-(3,4-dimethoxyphenyl)pyrazolo[1,5-a]pyrimidin-2-yl)(7-(4-methylpiperazine-1-carbonyl)-3,4-dihydroisoquinolin-2(1H)-yl)methanone COC=1C=C(C=CC1OC)C1=CC=NC=2N1N=C(C2)C(=O)N2CC1=CC(=CC=C1CC2)C(=O)N2CCN(CC2)C